FC(C(=O)O)(F)F.N1CC(C1)N1N=CC(=C1)C=1N=C(C=2N(C1C1=C(C=C(C=C1)F)OC)N=CC2)Cl 6-[1-(azetidin-3-yl)pyrazol-4-yl]-4-chloro-7-(4-fluoro-2-methoxy-phenyl)pyrazolo[1,5-a]pyrazine trifluoroacetic acid salt